1-oxo-4-((4-(4-(trifluoromethoxy)phenyl)cyclohexyl)methoxy)isoindoline O=C1NCC2=C(C=CC=C12)OCC1CCC(CC1)C1=CC=C(C=C1)OC(F)(F)F